C1(CCCCC1)[C@H](C(F)F)NC(=O)C1C2COC3=C(C21)C=C(C=C3)F exo-N-[(1R)-1-cyclohexyl-2,2-difluoroethyl]-6-fluoro-1,1a,2,7b-tetrahydrocyclopropa[c][1]benzopyran-1-carboxamide